CN(C1=CC=C(C(=O)OCC)C=C1)C Ethyl N,N-dimethyl-4-aminobenzoate